NC=1C(=NC(=CN1)C1=CC=C(C=C1)[C@@]12CN(C[C@H]2C1)C(C)C)C=1C=C2CCNC(C2=CC1F)=O 6-(3-amino-6-(4-((1R,5S)-3-isopropyl-3-azabicyclo[3.1.0]hexan-1-yl)phenyl)pyrazin-2-yl)-7-fluoro-3,4-dihydroisoquinolin-1(2H)-one